7-(4-((4-(1-cyclohexyl-1H-1,2,3-triazol-4-yl)-5-fluoropyrimidin-2-yl)amino)phenoxy)heptanoic acid methyl ester COC(CCCCCCOC1=CC=C(C=C1)NC1=NC=C(C(=N1)C=1N=NN(C1)C1CCCCC1)F)=O